isopropyliminobis(dimethylamino)cyclopentadienyl-vanadium C(C)(C)N=[V](C1C=CC=C1)(N(C)C)N(C)C